6-(7-chloroimidazo[1,2-b]pyridazin-3-yl)-N-((3S,4S)-4-fluoropyrrolidin-3-yl)pyridin-2-amine ClC1=CC=2N(N=C1)C(=CN2)C2=CC=CC(=N2)N[C@H]2CNC[C@@H]2F